FC1(CCN(CC1)C1=NC=C(C(=N1)N)OC)F (4,4-difluoropiperidin-1-yl)-5-methoxypyrimidin-4-amine